P(=O)(O)(O)O.N1=C(C=CC=C1)C=1N=C(SC1)N 4-(pyridin-2-yl)thiazol-2-amine phosphate salt